CS(=O)(=O)OC1=C(C=C(C=C1)C1=CC=C(C=C1)[N+](=O)[O-])C(=O)O 4-((methylsulfonyl)oxy)-4'-nitro-[1,1'-biphenyl]-3-carboxylic acid